P(O)OPO.C(C)(C)(C)C1=C(C=CC(=C1)C(C)(C)C)C1=CC=CC=2C3=CC=CC=C3C12 (2,4-di-tert-butylphenyl)-biphenylene diphosphonite